SC(CC(=O)OCC(COC(CC(C1=CC=CC=C1)S)=O)(COCC(COC(CC(C1=CC=CC=C1)S)=O)(COC(CC(C1=CC=CC=C1)S)=O)COC(CC(C1=CC=CC=C1)S)=O)COC(CC(C1=CC=CC=C1)S)=O)C1=CC=CC=C1 dipentaerythritol hexakis(3-mercapto-3-phenylpropionate)